[2-(2-butoxyethoxy) ethyl] acetate C(C)(=O)OCCOCCOCCCC